i-butyl isobutyrate C(C(C)C)(=O)OCC(C)C